[H-].[GeH4].[Li+] lithium germane hydride